C=CC=CC=CC=CC=CCCCCCCCCCC eicosapenten